4-[[4-[(2R)-3-(3,4-Dihydro-1H-Isoquinolin-2-Yl)-2-Hydroxy-Propyl]-2,2-Dimethyl-5-Oxo-3H-1,4-Benzoxazepin-8-Yl]Methyl]Piperazine-1-Carbaldehyde C1N(CCC2=CC=CC=C12)C[C@H](CN1CC(OC2=C(C1=O)C=CC(=C2)CN2CCN(CC2)C=O)(C)C)O